[N+](=O)([O-])C=1C=C(C=CC1NCC1CCOCC1)S(=O)(=O)N 3-nitro-4-[[(tetrahydro-2H-pyran-4-yl)methyl]amino]benzenesulfonamide